azet N1=CC=C1